N-methyl-pipecolinic acid CN1C(CCCC1)C(=O)O